BrC=1C(=CC(NC1)=O)Cl 5-bromo-4-chloropyridin-2(1H)-one